C(C)C1=CC=C(C=C1)C(C)=O 1-(4-ethylphenyl)ethan-1-one